C(C(C)C)(=O)NC1=C(C=CC(=C1)C=1SC=CC1)NC(OC(C)(C)C)=O tert-butyl (2-isobutyramido-4-(thiophen-2-yl)phenyl)carbamate